FC1=CC=C(C=C1)C1=CC=C(C=C1)C(\C=C\C=1C=C2N=CC=NC2=CC1)=O (E)-1-(4'-fluoro-[1,1'-biphenyl]-4-yl)-3-(quinoxalin-6-yl)prop-2-en-1-one